5-[4-{[(Pyrimidin-2-yl)methyl]amino}-3-(trifluoromethyl)phenyl]-3,6-dihydro-2H-1,3,4-oxadiazin-2-on N1=C(N=CC=C1)CNC1=C(C=C(C=C1)C1=NNC(OC1)=O)C(F)(F)F